ClC1=CC(=C(C=C1)C1=CC(=CN2C1=NC(=C(C2=O)C)C)C2CC(OCC2)C=2C=NN(C2)C2CC2)F 9-(4-chloro-2-fluorophenyl)-7-(2-(1-cyclopropyl-1H-pyrazol-4-yl)tetrahydro-2H-pyran-4-yl)-2,3-dimethyl-4H-pyrido[1,2-a]pyrimidin-4-one